(3-hydroxypropyl)trihydroxysilane OCCC[Si](O)(O)O